C(C)N(CC\C=C/C1=C(C=CC(=C1)F)S(=O)(=O)NC1=C(C2=C([C@@H]3[C@H](CO2)C3)C=C1)C(=O)O)CC |r| (1aRS,7bSR)-5-[2-((Z)-4-diethylaminobut-1-enyl)-4-fluorobenzenesulfonyl-amino]-1,1a,2,7b-tetrahydrocyclopropa[c]benzopyran-4-carboxylic acid